NC1=CC=C(C=C1)S(=O)(=O)C1=CC=C(C=C1)S(=O)(=O)C1=CC=C(C=C1)N 1,4-bis(4-aminophenylsulfonyl)benzene